5,7-dihydroxy-2-(3-hydroxy-4-methoxyphenyl)-3-methoxy-4H-chromen-4-one OC1=C2C(C(=C(OC2=CC(=C1)O)C1=CC(=C(C=C1)OC)O)OC)=O